tert-butyl ((1r,3r)-3-(4-(2-(4-((2-carbamoylpyrimidin-4-yl)methoxy)phenyl)propan-2-yl)phenoxy)cyclobutyl)carbamate C(N)(=O)C1=NC=CC(=N1)COC1=CC=C(C=C1)C(C)(C)C1=CC=C(OC2CC(C2)NC(OC(C)(C)C)=O)C=C1